(6S,8R) or (6R,8S)-8-methyl-6-(trifluoromethyl)-5,6,7,8-tetrahydroimidazo[1,2-a]pyridine-2-carboxylic acid C[C@H]1C=2N(C[C@H](C1)C(F)(F)F)C=C(N2)C(=O)O |o1:1,5|